ethyl 2-(2-((5-bromo-1-isopropyl-1H-indazol-3-yl)methoxy)phenyl)acetate BrC=1C=C2C(=NN(C2=CC1)C(C)C)COC1=C(C=CC=C1)CC(=O)OCC